diethoxycopper C(C)O[Cu]OCC